3,3'-dihydroxy-4,4'-bis(4-aminobenzoylamino)biphenyl OC=1C=C(C=CC1NC(C1=CC=C(C=C1)N)=O)C1=CC(=C(C=C1)NC(C1=CC=C(C=C1)N)=O)O